CC1(COC(CCCCC(OC1)=O)=O)C 3,3-dimethyl-1,5-dioxacycloundecane-6,11-dione